(S*)-3-(4-fluorophenyl)-N7-methyl-N5-(2-(1-methyl-1H-pyrazol-4-yl)ethyl)-2,3-dihydrobenzofuran-5,7-dicarboxamide FC1=CC=C(C=C1)[C@@H]1COC2=C1C=C(C=C2C(=O)NC)C(=O)NCCC=2C=NN(C2)C |o1:7|